4-(N,N-diethylamino)phenylboronic acid C(C)N(CC)C1=CC=C(C=C1)B(O)O